C1(=CC=CC=C1)S(=O)(=O)F benzenesulfonyl fluoride